5-chloro-6-(hydroxymethyl)-3,4-dihydroisoquinoline-2(1H)-carboxylic acid tert-butyl ester C(C)(C)(C)OC(=O)N1CC2=CC=C(C(=C2CC1)Cl)CO